4-((1r,3r)-2-(2,2-difluoroethyl)-3-methyl-2,3,4,9-tetrahydro-1H-pyrido[3,4-b]indol-1-yl)-N-(2-(3-(fluoromethyl)azetidin-1-yl)ethyl)-3-(trifluoromethoxy)aniline FC(CN1[C@@H](C=2NC3=CC=CC=C3C2C[C@H]1C)C1=C(C=C(NCCN2CC(C2)CF)C=C1)OC(F)(F)F)F